CS(=O)(=O)C1=CC=C(C=C1)NCC1=CC=C(C=C1)C=1N(C=2C=CC=C(C2C1)NC1CCN(CC1)C1CCOCC1)CC(F)(F)F 2-(4-{[(4-methanesulfonyl-phenyl)amino]meth-yl}phenyl)-N-[1-(oxan-4-yl)piperidin-4-yl]-1-(2,2,2-trifluoroethyl)-1H-indol-4-amine